BrC=1C=C2C(=NC(N(C2=CC1)C)=O)N[C@H](C)C1=CC(=CC(=C1)C(F)(F)F)[N+](=O)[O-] (R)-6-bromo-1-methyl-4-((1-(3-nitro-5-trifluoromethylphenyl)ethyl)amino)quinazolin-2(1H)-one